2-aminopyrimidine-5-carboxaldehyde NC1=NC=C(C=N1)C=O